FC1=C(C#N)C=CC(C1)(C#N)F 2,4-difluoroterephthalonitrile